tert-butyl (S)-(1-(5-(3-cyano-6-ethoxypyrazolo[1,5-a]pyridin-4-yl)pyridin-2-yl)piperidin-3-yl)carbamate C(#N)C=1C=NN2C1C(=CC(=C2)OCC)C=2C=CC(=NC2)N2C[C@H](CCC2)NC(OC(C)(C)C)=O